methyl 2-chloro-7H-pyrrolo[2,3-d]pyrimidine-6-carboxylate ClC=1N=CC2=C(N1)NC(=C2)C(=O)OC